N=CC(C(=O)O)=N bisiminopropionic acid